(S)-2-(((benzyloxy)carbonyl)amino)-4-methylpentanoic acid C(C1=CC=CC=C1)OC(=O)N[C@H](C(=O)O)CC(C)C